F[C@H](C1(COC1)C=1C=C(C=CC1)N1C(C2=CC(=CC(=C2C1)C(F)(F)F)[C@@H](C)NC1(CCC1)C)=O)C1=NN=CN1C 2-(3-(3-((R)-fluoro(4-methyl-4H-1,2,4-triazol-3-yl)methyl)oxetan-3-yl)phenyl)-6-((R)-1-((1-methylcyclobutyl)amino)ethyl)-4-(trifluoromethyl)isoindolin-1-one